C1=CC=CC=2NC3=C(C=CC21)C=CC=C3 dibenzo(b,f)azepine